3-((5-(4-(aminomethyl)-4-methylpiperidin-1-yl)pyrazin-2-yl)thio)-2-chloro-N-(cyclopentylsulfonyl)benzamide butyl-sulfate C(CCC)OS(=O)(=O)O.NCC1(CCN(CC1)C=1N=CC(=NC1)SC=1C(=C(C(=O)NS(=O)(=O)C2CCCC2)C=CC1)Cl)C